C(C)OC(=O)C1=CC2=C(N(C(=N2)NC=2OC3=C(N2)C=CC(=C3)C3CC3)C)C=C1 2-((6-cyclopropylbenzo[d]oxazol-2-yl)amino)-1-methyl-1H-benzo[d]imidazole-5-carboxylic acid ethyl ester